C(CCCCC(=O)[O-])(=O)OC(CC)CCCCCCCC.C(CCCCC(=O)[O-])(=O)OC(CC)CCCCCCCC di(undecan-3-yl) diadipate